C(C)(C)(C)OC(=O)N1CC2=CC=C(C=C2C1)C1=CC(=C(C(=C1)OC)Cl)OC 5-(4-chloro-3,5-dimethoxyphenyl)isoindoline-2-carboxylic acid tert-butyl ester